C1(CCC1)C1=NC2=NC=NC(=C2N1)C=1C=C(C=NC1)C1=CC=C(C=C1)N1C(CCC1)=O 1-(4-(5-(8-cyclobutyl-7H-purin-6-yl)pyridin-3-yl)phenyl)pyrrolidin-2-one